N-(cyclopropylsulfonyl)-3-((2,6-dimethylbenzyl)amino)-4-methoxybenzamide C1(CC1)S(=O)(=O)NC(C1=CC(=C(C=C1)OC)NCC1=C(C=CC=C1C)C)=O